2-amino-6-bromo-N-[(2S)-1-hydroxypropan-2-yl][1,2,4]triazolo[1,5-a]pyridine-8-carboxamide NC1=NN2C(C(=CC(=C2)Br)C(=O)N[C@H](CO)C)=N1